(6-aminobenzo[d]thiazol-2-yl)-2-(trifluoromethyl)thiazole-5-carboxamide NC1=CC2=C(N=C(S2)C=2N=C(SC2C(=O)N)C(F)(F)F)C=C1